N[C@H]1CN(C[C@H]1OCOC)C(=O)OC(C)(C)C (3S,4R)-tert-Butyl 3-amino-4-(methoxy-methoxy)-pyrrolidine-1-carboxylate